3-(3-((2-(5-((4,6-difluoro-1H-indol-5-yl)oxy)-2-fluorophenyl)-1H-imidazol-5-yl)methyl)-2-fluorophenyl)propanoic acid FC1=C2C=CNC2=CC(=C1OC=1C=CC(=C(C1)C=1NC(=CN1)CC=1C(=C(C=CC1)CCC(=O)O)F)F)F